BrC1=CC(=C(C=C1)C1(COC1)N)C 3-(4-bromo-2-methyl-phenyl)oxetan-3-amine